1-((4-(difluoromethylene)piperidin-1-yl)methyl)cyclopentane FC(=C1CCN(CC1)CC1CCCC1)F